FC1=C(C=CC=C1)COC1=CN2C(=C(C=C2C=C1)C)C(=O)NC1(C(NCC1)=O)CO 6-[(2-fluorophenyl)methoxy]-N-[3-(hydroxymethyl)-2-oxopyrrolidin-3-yl]-2-methylindolizine-3-carboxamide